OCCN1CCN(CC1)C=1SC=C(N1)C=1C=C(C=CC1)NS(=O)(=O)C1=CC=C(C=C1)CCCCC N-(3-(2-(4-(2-hydroxyethyl)piperazin-1-yl)thiazol-4-yl)phenyl)-4-pentylbenzenesulfonamide